2,4-dichloro-3-((5-methyl-2-oxo-1,3,4-oxadiazol-3(2H)-yl)methyl)benzoic acid ClC1=C(C(=O)O)C=CC(=C1CN1C(OC(=N1)C)=O)Cl